BrC1=CC=CC2=CN(N=C12)C(CC#CC#CC=1C=CNC1)C1=C(C=CC(=C1)F)F 4-(6-(7-Bromo-2H-indazol-2-yl)-6-(2,5-difluorophenyl)hex-1,3-diyn-1-yl)-1H-pyrrole